(4-(3-hydroxyoxetan-3-yl)phenyl)(4-phenylpiperidin-1-yl)methanone OC1(COC1)C1=CC=C(C=C1)C(=O)N1CCC(CC1)C1=CC=CC=C1